((3-bromo-2-chlorophenyl)carbamoyl)nicotinic acid methyl ester COC(C1=C(N=CC=C1)C(NC1=C(C(=CC=C1)Br)Cl)=O)=O